5-(4-(cyclopropylmethyl)piperazin-1-yl)-2-methyl-N-(1-(2-(1-methyl-1H-pyrazol-4-yl)quinolin-4-yl)cyclopropyl)benzamide C1(CC1)CN1CCN(CC1)C=1C=CC(=C(C(=O)NC2(CC2)C2=CC(=NC3=CC=CC=C23)C=2C=NN(C2)C)C1)C